Cl[C@@H](C(=O)NC1=C(C(=O)NC2CCC2)C(=CC=C1)F)C (R)-2-(2-chloropropionamido)-N-cyclobutyl-6-fluorobenzamide